BrC1=CC(=C(C=C1)SCCCC(=O)OCC)F ethyl 4-(4-bromo-2-fluoro-phenylsulfanyl)-butyrate